1-methyl-1-(3,5-dimethoxyphenyl)ethyl carbamate C(N)(OC(C)(C1=CC(=CC(=C1)OC)OC)C)=O